N1=CC=C(C=C1)C1=CC=C(C=C1)CC#N (4-(pyridin-4-yl)phenyl)acetonitrile